NC1=CC=C(C=N1)N1C=C(C(C2=CC(=C(C=C12)N1CC2=CC=CC=C2C1)F)=O)C(=O)O 1-(6-aminopyridin-3-yl)-6-fluoro-7-(isoindolin-2-yl)-4-oxo-1,4-dihydro-quinoline-3-carboxylic acid